tert-butyl 4-(2-((5-((6-(2,6-difluorophenyl)-8-methyl-7-oxo-7,8-dihydropyrido[2,3-d]pyrimidin-2-yl)amino)pyridin-2-yl)oxy)ethyl)piperazine-1-carboxylate FC1=C(C(=CC=C1)F)C1=CC2=C(N=C(N=C2)NC=2C=CC(=NC2)OCCN2CCN(CC2)C(=O)OC(C)(C)C)N(C1=O)C